N,N'-(pentane-1,5-diyl)bis(2,3-dihydroxybenzamide) C(CCCCNC(C1=C(C(=CC=C1)O)O)=O)NC(C1=C(C(=CC=C1)O)O)=O